CNC1C(CCCC1)NC (rac)-(+)-N,N'-dimethyl-1,2-cyclohexanediamine